ClC1=C(C(=O)NC(C(=O)O)CCN(CCCCC2=NC=3NCCCC3C=C2)CCOCCC)C(=CC=C1)F 2-[(2-chloro-6-fluoro-benzoyl)amino]-4-[2-propoxyethyl-[4-(5,6,7,8-tetrahydro-1,8-naphthyridin-2-yl)butyl]amino]butanoic acid